ethyl-4-hydroxy-6-methoxy-d3-quinoline-3-carboxylate C(C)OC(=O)C=1C=NC2=CC=C(C=C2C1O)OC([2H])([2H])[2H]